(3S)-3-{[(1R)-1-(naphthalen-1-yl)ethyl]amino}tetrahydropyrrole-1-carboxylic acid 2-methylpropan-2-yl ester CC(C)(C)OC(=O)N1C[C@H](CC1)N[C@H](C)C1=CC=CC2=CC=CC=C12